7-(3-(dimethylamino)propoxy)-8-(isopentenyl)-2H-chromen-2-one CN(CCCOC1=CC=C2C=CC(OC2=C1CCC(=C)C)=O)C